4-((1S,3S)-3-(but-2-ynamido)cyclohexyl)-3,5,6-trifluoro-2-methyl-1H-indole-7-carboxamide C(C#CC)(=O)N[C@@H]1C[C@H](CCC1)C1=C2C(=C(NC2=C(C(=C1F)F)C(=O)N)C)F